FC(OC1=CC=C(C=C1)[C@@H]1[C@@H](C1)C(=O)O)(F)F (1R,2S)-2-(4-(trifluoromethoxy)phenyl)cyclopropane-1-carboxylic acid